[I].C(C)N1CN(C=C1)C 1-ethyl-3-methylimidazole iodine salt